4,4'-butylidenebis(3-methyl-6-t-butyl-phenol) C(CCC)(C1=C(C=C(C(=C1)C(C)(C)C)O)C)C1=C(C=C(C(=C1)C(C)(C)C)O)C